P(=S)#CC(=O)NC1=NC(N([C@H]2C[C@H](O)[C@@H](CO)O2)C=C1)=O thiophosphoryl-N4-acetyl-deoxycytidine